(3S,4aS,9bS)-3-fluoro-7-(trifluoromethoxy)-1,2,3,4,4a,9b-hexahydrobenzofuro[3,2-b]pyridine F[C@H]1C[C@H]2[C@@H](NC1)C1=C(O2)C=C(C=C1)OC(F)(F)F